C(C(=O)C)[C@@H](O)C(O)CO R-acetonylglycerol